1-[7-(3-chloro-1-isopropyl-1H-indazol-5-yl-methoxy)-5-fluoro-2H-chromen-3-ylmethyl]-piperidin ClC1=NN(C2=CC=C(C=C12)COC1=CC(=C2C=C(COC2=C1)CN1CCCCC1)F)C(C)C